NC1=CC(=C(C(=O)NC2=NC(=NC(=C2)C)N2CCC(CC2)(F)F)C=C1)N1CC2CC2(CC1)COC 4-amino-N-(2-(4,4-difluoropiperidin-1-yl)-6-methylpyrimidin-4-yl)-2-(6-(methoxymethyl)-3-azabicyclo[4.1.0]heptan-3-yl)benzamide